methyl 2-bromo-5-chloro-4-fluoro-benzoate BrC1=C(C(=O)OC)C=C(C(=C1)F)Cl